CON=C(C)C1=CN(C2=CC=CC=C12)C 1-(1-methyl-1H-indol-3-yl)ethan-1-one-O-methyl oxime